N-(4-(4-amino-7-methyl-5-(4-(6-methylpyridin-2-yloxy)phenyl)-7H-pyrrolo[2,3-d]pyrimidin-6-yl)phenyl)-N-methylacrylamide NC=1C2=C(N=CN1)N(C(=C2C2=CC=C(C=C2)OC2=NC(=CC=C2)C)C2=CC=C(C=C2)N(C(C=C)=O)C)C